1-[4-(2,3-Dimethylphenyl)piperidin-1-yl]-2-{(3bS,4aS)-3-[4-(hydroxyacetyl)piperazin-1-carbonyl]-3b,4,4a,5-tetrahydro-1H-cyclopropa[3,4]cyclopenta[1,2-c]pyrazol-1-yl}ethan-1-on CC1=C(C=CC=C1C)C1CCN(CC1)C(CN1N=C(C2=C1C[C@H]1[C@@H]2C1)C(=O)N1CCN(CC1)C(CO)=O)=O